C(C)(C)OC=1C=CC(=NC1)O[C@H]1C(CN(CC1)C1=CC(N(C=2C=CC(=NC12)C#N)C)=O)(C)C |r| (+/-)-8-(4-((5-Isopropoxypyridin-2-yl)oxy)-3,3-dimethylpiperidin-1-yl)-5-methyl-6-oxo-5,6-dihydro-1,5-naphthyridine-2-carbonitrile